tert-butyl isopropyl(5-nitropyridin-2-yl)carbamate C(C)(C)N(C(OC(C)(C)C)=O)C1=NC=C(C=C1)[N+](=O)[O-]